(4-(1-(5-(2-((5-methoxy-2,3-dihydro-1H-inden-2-yl)amino)pyrimidine-5-yl)-1,3,4-oxadiazol-2-yl)azetidin-3-yl)-1H-1,2,3-triazol-1-yl)methyl pivalate C(C(C)(C)C)(=O)OCN1N=NC(=C1)C1CN(C1)C=1OC(=NN1)C=1C=NC(=NC1)NC1CC2=CC=C(C=C2C1)OC